C1(=CC=CC=C1)C(=CNS(=O)(=O)CCCCF)C1=CC=CC=C1 (2,2-diphenylvinyl)(4-fluorobutyl)sulfonamide